BrC=1C(N(C2=CC(=C(C=C2C1N[C@H](C(CO)(F)F)C1CC1)Br)F)CC1CC(C1)(F)F)=O 3,6-dibromo-4-[[(1S)-1-cyclopropyl-2,2-difluoro-3-hydroxy-propyl]amino]-1-[(3,3-difluorocyclobutyl)methyl]-7-fluoro-quinolin-2-one